[C@H]12CC(C[C@H](CCC1)N2)N(C2=CC=C(N=N2)C2=C(C=C(C(=C2)F)C2=CN=C(O2)C)O)C 2-(6-(((1R,3s,5S)-9-azabicyclo[3.3.1]nonan-3-yl)(methyl)amino)pyridazin-3-yl)-4-fluoro-5-(2-methyloxazol-5-yl)phenol